3-bromo-6-chlorodibenzo[b,d]thiophene BrC=1C=CC2=C(SC3=C2C=CC=C3Cl)C1